3-((4,5,6,7-tetrahydrobenzo[d]thiazol-2-yl)methyl)thieno[2,3-d]pyrimidine-2,4(1H,3H)-dione S1C(=NC2=C1CCCC2)CN2C(NC1=C(C2=O)C=CS1)=O